ClC=1C=C(C=CC1OCC1=CC(=CC=C1)F)NC1=NC=NC2=CC=C(C(=C12)OC)NC(\C=C\CN(C)C)=O (E)-N-(4-((3-chloro-4-(3-fluorobenzyloxy)phenyl)amino)-5-methoxyquinazolin-6-yl)-4-(dimethylamino)but-2-enamide